1-(2-(1-ethyl-1H-imidazo[1,2-b]pyrazole-7-carbonyl)-2-azaspiro[3.3]heptan-6-yl)-3-(3-(trifluoromethyl)phenyl)urea C(C)N1C=CN2N=CC(=C21)C(=O)N2CC1(C2)CC(C1)NC(=O)NC1=CC(=CC=C1)C(F)(F)F